CN1C(=C(C2=CC(=CC=C12)CNC(=O)C=1C(=NC=NC1)C)C)C1=C(C=CC=C1)C N-[[1,3-dimethyl-2-(o-tolyl)indol-5-yl]methyl]-4-methyl-pyrimidine-5-carboxamide